2-(dimethylamino)ethyl(2-{[(Z)-octadec-9-en-1-yl]thio}ethyl) [(9Z,12Z)-octadeca-9,12-dien-1-yl]carbamate C(CCCCCCC\C=C/C\C=C/CCCCC)NC(OCC(SCCCCCCCC\C=C/CCCCCCCC)CCN(C)C)=O